(3S,4r,5R)-3,4,5-tris(benzyloxy)-1-(4-(cyclopropylmethoxy)-2,6-difluorophenethyl)piperidine C(C1=CC=CC=C1)O[C@H]1CN(C[C@H](C1OCC1=CC=CC=C1)OCC1=CC=CC=C1)CCC1=C(C=C(C=C1F)OCC1CC1)F